C(C)(C)(C)OC(=O)N1C(CC2(CC1)OCCC1=C2C=C(S1)C(F)F)C 2-(difluoromethyl)-2'-methyl-spiro[6,7-dihydrothieno[3,2-C]pyran-4,4'-piperidine]-1'-carboxylic acid tert-butyl ester